dimethylolpropanol C(O)C(CC)(O)CO